(S)-1-(2-(trifluoromethyl)pyridin-4-yl)pyrrolidin-3-ol FC(C1=NC=CC(=C1)N1C[C@H](CC1)O)(F)F